FC(OC=1C=C2C(=CNC2=CC1)C(C(N(C([2H])([2H])[2H])C([2H])([2H])[2H])([2H])[2H])([2H])[2H])F 2-(5-(difluoromethoxy)-1H-indol-3-yl)-N,N-bis(methyl-d3)ethan-1-amine-1,1,2,2-d4